2-(((3S,4R,5R,6R)-4,5-bis(benzyloxy)-6-((benzyloxy)methyl)tetrahydro-2H-pyran-3-yl)amino)-N-(2-methoxyethyl)acetamide C(C1=CC=CC=C1)O[C@@H]1[C@H](CO[C@@H]([C@@H]1OCC1=CC=CC=C1)COCC1=CC=CC=C1)NCC(=O)NCCOC